1-(6-chloro-4-isopropyl-2,7-naphthyridin-1-yl)-2-methylazetidin-3-ol ClC=1C=C2C(=CN=C(C2=CN1)N1C(C(C1)O)C)C(C)C